N-methyl-benzoxazole CN1COC2=C1C=CC=C2